C(C)(C)(C)C1=C(C(=CC=C1)C)O 2-tertbutyl-6-methyl-Phenol